C(C1=CC=CC=C1)OC1=C(C(=CC(=C1)C(F)F)O)C(=O)N1CC2=CC=CC(=C2C1)OC1COCC1 (2-(Benzyloxy)-4-(difluoromethyl)-6-hydroxyphenyl)(4-((tetrahydrofuran-3-yl)oxy)isoindolin-2-yl)methanone